C1OCC12C(CC2)N[C@@H]2[C@H](CCCC2)CC=2C=C1CN(C(C1=CC2)=O)[C@@H](CCC(=O)OC(C)(C)C)C(=O)N tert-butyl (4S)-4-(5-(((1R,2S)-2-((2-oxaspiro[3.3]heptan-5-yl)amino) cyclohexyl)methyl)-1-oxoisoindolin-2-yl)-5-amino-5-oxopentanoate